4-((4-(2-Chloropyridin-4-yl)-5-(hydroxymethyl)thiazol-2-yl)amino)benzenesulfonic acid ClC1=NC=CC(=C1)C=1N=C(SC1CO)NC1=CC=C(C=C1)S(=O)(=O)O